2-bromo-4-iodo-1-methoxy-benzene BrC1=C(C=CC(=C1)I)OC